3-chloro-2-fluoro-5-(4,4,5,5-tetramethyl-1,3,2-dioxaborolan-2-yl)-4-(trifluoromethyl)aniline tert-Butyl-(4-amino-2-(((5-(methylthio)pyrimidin-2-yl)amino)methyl)-4-oxobutyl)carbamate C(C)(C)(C)N(C(O)=O)CC(CC(=O)N)CNC1=NC=C(C=N1)SC.ClC=1C(=C(N)C=C(C1C(F)(F)F)B1OC(C(O1)(C)C)(C)C)F